N1N=NNC1=O tetrazol-5(4H)-one